N-(1-(1H-indol-3-yl)hexane-2-yl)-6-(4-methylpiperazin-1-yl)benzo[b]thiophene-2-carboxamide N1C=C(C2=CC=CC=C12)CC(CCCC)NC(=O)C1=CC2=C(S1)C=C(C=C2)N2CCN(CC2)C